NCC#C 3-aminoprop-1-yne